1-(1-(cis-4-isopropylcyclohexyl)piperidin-4-yl)-3-(pyrrolin-1-ylmethyl)-1H-indole C(C)(C)[C@H]1CC[C@H](CC1)N1CCC(CC1)N1C=C(C2=CC=CC=C12)CN1C=CCC1